CN(C(COC=1C=NC(=NC1)NC1CCC(CC1)OC1=C2C=C(C=NC2=CC(=N1)N1CCOCC1)C(=O)OCC)=O)C ethyl 5-(((1s,4s)-4-((5-(2-(dimethylamino)-2-oxoethoxy)pyrimidin-2-yl)amino)cyclohexyl)oxy)-7-morpholino-1,6-naphthyridine-3-carboxylate